O=C1N(CC2=CC(=CC=C12)O[C@H]1[C@@H](CCCC1)NCC1=CC=NC=C1)C1C(NC(CC1)=O)=O 3-(1-oxo-5-(((1R,2R)-2-((pyridin-4-ylmethyl)amino)cyclohexyl)oxy)isoindolin-2-yl)piperidine-2,6-dione